(1R,5S)-2,4-dioxo-3-oxa-7-azabicyclo[3.3.1]nonane-7-carboxylic acid tert-butyl ester C(C)(C)(C)OC(=O)N1C[C@H]2C(OC([C@@H](C1)C2)=O)=O